tert-Butyl 3-((5-ethynylpyridin-2-yl)oxy)azetidin-1-carboxylate C(#C)C=1C=CC(=NC1)OC1CN(C1)C(=O)OC(C)(C)C